tert-butyl-(2R,5S)-5-[[2-(4-chloro-3-fluoro-phenoxy)acetyl]amino]-2-[6-(trifluoromethyl)imidazo[1,2-a]pyridin-2-yl]piperidine-1-carboxylate C(C)(C)(C)OC(=O)N1[C@H](CC[C@@H](C1)NC(COC1=CC(=C(C=C1)Cl)F)=O)C=1N=C2N(C=C(C=C2)C(F)(F)F)C1